COC1=C(C=C(C=C1)OC)F 1,4-dimethoxyfluorobenzene